(E)-6-(4-(tert-butyl)phenyl)imidazo[2,1-b]thiazole-5-carbaldehyde O-(3,4-dichlorobenzyl) oxime ClC=1C=C(CO\N=C\C2=C(N=C3SC=CN32)C3=CC=C(C=C3)C(C)(C)C)C=CC1Cl